4-(pyridin-3-yl)-1H-pyrazole-3-carboxylic acid N1=CC(=CC=C1)C=1C(=NNC1)C(=O)O